tert-Butyl 4-{2-[2-(5-bromo-4-methyl-1H-benzotriazol-1-yl)ethoxy]ethyl}benzoate BrC1=C(C2=C(N(N=N2)CCOCCC2=CC=C(C(=O)OC(C)(C)C)C=C2)C=C1)C